FC1=CC=C(C=C1)C1=C(C=C(C(=C1)C(=O)[O-])C1=CC=C(C=C1)F)C(=O)[O-] 2,5-di-(4-fluorophenyl)benzene-1,4-dicarboxylate